N-(2-Chloro-5-(3'-methyl-2'-oxo-2',3'-dihydrospiro[cyclopropane-1,1'-pyrrolo[2,3-c]quinolin]-8'-yl)pyridin-3-yl)benzenesulfonamide ClC1=NC=C(C=C1NS(=O)(=O)C1=CC=CC=C1)C1=CC=2C3=C(C=NC2C=C1)N(C(C31CC1)=O)C